ClC=1N=C2C(=C(C=NC2=CC1)NC(=O)NC=1C=NC(=C(C1)C(F)F)OC(F)F)[C@H](C)OC (S)-N-(6-chloro-4-(1-methoxyethyl)-1,5-naphthyridin-3-yl)-N'-(6-(difluoromethoxy)-5-(difluoromethyl)pyridin-3-yl)urea